[Pd].[Os] Osmium-palladium